tert-butyl N-[[4-[2-(cyclopropanecarbonylamino)-4-pyridyl]-2-methyl-phenyl]methyl]carbamate C1(CC1)C(=O)NC1=NC=CC(=C1)C1=CC(=C(C=C1)CNC(OC(C)(C)C)=O)C